Cl.C(CCC)N1[C@@H]([C@@H]([C@@H]([C@H](C1)O)O)O)CO (2R,3S,4R,5S)-1-butyl-2-(hydroxymethyl)piperidine-3,4,5-triol hydrochloride